FC(C1=NC=NC=C1C=O)(F)F 4-(trifluoromethyl)pyrimidine-5-carbaldehyde